FC1(CC(C1)NC(C1=C(C=CC=C1)OC)=O)F N-(3,3-difluorocyclobutyl)-2-methoxybenzamide